Pyridazin-4(5H)-one N=1N=CC(CC1)=O